The molecule is a cholestanoid that is (25S)-cholest-5-en-26-oic acid bearing a 3beta-hydroxy substituent. It is a steroid acid, a cholestanoid, a 3beta-sterol, a monocarboxylic acid and a 3beta-hydroxy-Delta(5)-steroid. It is a conjugate acid of a (25S)-cholestenoate. C[C@H](CCC[C@H](C)C(=O)O)[C@H]1CC[C@@H]2[C@@]1(CC[C@H]3[C@H]2CC=C4[C@@]3(CC[C@@H](C4)O)C)C